O[C@@]1(C(N(CC1)C)=O)C1=CC(=NO1)C=1C=C(C=CC1)C=1N=C(N(C1)C)C(=O)N (R)-4-(3-(5-(3-Hydroxy-1-methyl-2-oxopyrrolidin-3-yl)isoxazol-3-yl)phenyl)-1-methyl-1H-imidazole-2-carboxamide